O1C(=NC=C1)C([C@@H](CC(NC(C1=CC=CC=C1)(C1=CC=CC=C1)C1=CC=CC=C1)=O)NC(OC(C)(C)C)=O)=O tert-butyl (R)-(1-(oxazol-2-yl)-1,4-dioxo-4-(tritylamino)butan-2-yl)carbamate